CS(=O)(=O)C1=C(C=CC=C1)S(=O)(=O)Cl (methylsulfonyl)benzenesulfonyl chloride